(cyclopropylamino)pyrimidin C1(CC1)NC1=NC=CC=N1